P(=O)(O)(O)O.C(CCCCCCCCCCCC)OCCCCCCCCCCCCC tridecylether phosphate